ClC1=C(C=CC2=C(C=CC=C2)N=C=O)C=CC=C1 (o-chlorostyryl)isocyanatobenzene